FC(OC1=C(C=C(C=C1)SC)C1=NN(C=C1NC(=O)C=1C=NN2C1N=CC=C2)CCN[C@H]2COCC2)F (R)-N-(3-(2-(difluoromethoxy)-5-(methylthio)phenyl)-1-(2-((tetrahydrofuran-3-yl)amino)ethyl)-1H-pyrazol-4-yl)pyrazolo[1,5-a]pyrimidine-3-carboxamide